1,1,5,5-tetrachloro-1,3,5-trisilacyclopentane Cl[Si]1(C[SiH2]C[Si]1(Cl)Cl)Cl